3,4,5,6-tetramethyl-1,2-benzoquinone CC=1C(C(C(=C(C1C)C)C)=O)=O